C(C)C(C(C)C)CC[C@@H](C)[C@H]1CC[C@H]2[C@@H]3CC=C4CCCC[C@]4(C)[C@H]3CC[C@]12C 24-ethylcholest-5-en